2-(trifluoromethyl)cyclopropylamine FC(C1C(C1)N)(F)F